2-[2-[(E)-5-[3-(Benzenesulfonamido)phenyl]pent-4-enoxy]phenyl]acetic acid C1(=CC=CC=C1)S(=O)(=O)NC=1C=C(C=CC1)/C=C/CCCOC1=C(C=CC=C1)CC(=O)O